tert-butyl 4-fluoro-4-[(trifluoromethoxy)methyl]piperidine-1-carboxylate FC1(CCN(CC1)C(=O)OC(C)(C)C)COC(F)(F)F